C(C)N([C@@H]1[C@H](CN(CC1)C(=O)OC(C)(C)C)F)CC tert-butyl (3S,4S)-4-(diethylamino)-3-fluoropiperidine-1-carboxylate